C(CC=C)OC=1C=2N(C=C(N1)C1=CN=C(O1)C(C)=O)C=CN2 1-(5-(8-(But-3-en-1-yloxy)imidazo[1,2-a]pyrazin-6-yl)oxazol-2-yl)ethan-1-one